NC1=C2C(=NC=N1)N(N=C2C2=CC=C(C=C2)OC2=CC=CC=C2)C2CN(CC2)C(=O)OC(C)(C)C tert-butyl 3-(4-amino-3-(4-phenoxyphenyl)-1H-pyrazolo[3,4-d]pyrimidin-1-yl)pyrrolidine-1-carboxylate